CN1N=C(C(=C1C)CC(=O)N1C(CCC1)C(=O)N)C 1-[2-(1,3,5-trimethyl-1H-pyrazol-4-yl)acetyl]pyrrolidine-2-carboxamide